1-bromo-2,5-difluoro-4-(trifluoromethyl)benzene BrC1=C(C=C(C(=C1)F)C(F)(F)F)F